1,1,2-trifluoro-2-(trifluoromethoxy)ethene FC(=C(OC(F)(F)F)F)F